1-(3-(3-chloro-2-hydroxy-2-methylpropoxy)-1H-pyrazol-1-yl)ethanone ClCC(COC1=NN(C=C1)C(C)=O)(C)O